C(C)N(CCNC1=CC=C2N=C3C(C4=C(C(C3=NC2=C1)=O)N=CC=C4)=O)CC 9-((2-(diethylamino)ethyl)amino)pyrido[2,3-b]phenazine-5,12-dione